BrC1=CC=C(C(=O)C2=CC=C(CCC3=NC=4C(=C5C(=NC4)N(C=C5)S(=O)(=O)C5=CC=CC=C5)N3C3CCC(CC3)CC#N)C=C2)C=C1 2-((1r,4r)-4-(2-(4-(4-bromobenzoyl)phenethyl)-6-(benzenesulfonyl)imidazo[4,5-d]Pyrrolo[2,3-b]Pyridin-1(6H)-yl)cyclohexyl)acetonitrile